2-(2-(benzyloxy)benzyl)-7-methoxypyrazolo[1,5-c]quinazolin-5-amine C(C1=CC=CC=C1)OC1=C(CC2=NN3C(=NC=4C(=CC=CC4C3=C2)OC)N)C=CC=C1